CNS(=O)(=O)C1=CC(=C(C=C1)NC1=NC=C(C=C1)C(F)(F)F)C=1N=C2N(CCCC2)C1 N-methyl-3-(5,6,7,8-tetrahydroimidazo[1,2-a]pyridin-2-yl)-4-((5-(trifluoromethyl)pyridin-2-yl)amino)benzenesulfonamide